COC1=CC=C(C=C1)C#C 4-methoxyphenylacetylene